ON1S(CCN(C1)CN1CN(S(CC1)=O)O)=O 2-Hydroxy-4-[(2-hydroxy-1-oxo-1,2,4-thiadiazinan-4-yl)methyl]-1,2,4-thiadiazinan-1-oxide